(2S,4R)-1-(2-(3-acetyl-5-(2-methylpyrimidin-5-yl)-1H-indol-1-yl)acetyl)-N-(3-(3-chloropyridin-4-yl)-2-fluorophenyl)-4-fluoropyrrolidine-2-carboxamide C(C)(=O)C1=CN(C2=CC=C(C=C12)C=1C=NC(=NC1)C)CC(=O)N1[C@@H](C[C@H](C1)F)C(=O)NC1=C(C(=CC=C1)C1=C(C=NC=C1)Cl)F